BrC1=CC=CC(=N1)NC(=O)[C@H]1NC[C@@H](C1)F (2S,4R)-N-(6-bromopyridin-2-yl)-4-fluoropyrrolidine-2-carboxamide